TMS(3-mercaptopropyl-trimethoxysilane) [Si](C)(C)(C)CO[Si](OC)(OC)CCCS